C(C=C)C1C2=C(C(NC1)=O)C(=C(N2)C2=C(C=NC=C2)OCCOCC=C)NC2=C(C(=CC=C2)F)OC 7-allyl-2-(3-(2-(allyloxy)ethoxy)pyridin-4-yl)-3-(3-fluoro-2-methoxyphenylamino)-6,7-dihydro-1H-pyrrolo[3,2-C]pyridin-4(5H)-one